C(C)(C)(C)OC(NCCC1CN(C(O1)=O)C1=CC2=C(OCC(N2)=O)N=C1)=O N-[2-[2-oxo-3-(2-oxo-1H-pyrido[2,3-b][1,4]oxazin-7-yl)-1,3-oxazolidin-5-yl]ethyl]carbamic acid tert-butyl ester